fluorenyl-thienopyrimidine C1(=CC=CC=2C3=CC=CC=C3CC12)C1=NC2=C(C=N1)SC=C2